N1C=NC2=C1C=CC(=C2)OC=2C=C(C=CC2)C=2NC(=NN2)C(O)C=2C=NN(C2)C (5-(3-((1H-Benzo[d]imidazol-5-yl)oxy)phenyl)-4H-1,2,4-triazol-3-yl)(1-methyl-1H-pyrazol-4-yl)methanol